FC1(CC1)C=1SC=2C=NCCC2N1 2-(1-fluorocyclopropyl)-6,7-dihydrothiazolo[5,4-c]pyridin